CCCCCCCCCCCCCCCCCCCC(=O)OC[C@H](COP(=O)(O)OC[C@H](CO)O)OC(=O)CCC/C=C\C/C=C\C/C=C\C/C=C\CCCCC 1-eicosanoyl-2-(5Z,8Z,11Z,14Z-eicosatetraenoyl)-glycero-3-phospho-(1'-sn-glycerol)